C1(CCCCCC1)[C@@H](C(=O)N1C(CCC1)C1=NC2=C(N1)C1=CC=CC=C1CC2)NC([C@H](C)NC)=O (S)-N-((S)-1-cycloheptyl-2-(2-(4,5-dihydro-1H-naphtho[1,2-d]imidazol-2-yl)pyrrolidin-1-yl)-2-oxoethyl)-2-(methylamino)propionamide